ethyl propanoate (ETHYL PROPIONATE) C(C)C(C(=O)O)C.C(CC)(=O)OCC